(4-(1-Methyl-8,9,10,11-tetrahydro-3H-pyrazolo[4,3-a]phenanthridin-7-yl)phenyl)(4-methylpiperazin-1-yl)methanone CC1=NNC=2C1=C1C=3CCCCC3C(=NC1=CC2)C2=CC=C(C=C2)C(=O)N2CCN(CC2)C